N1=C(SC2=C1C1=C(C=C2)OCC1)N1C(N[C@@H]2[C@H]1CN(CCC2)CC#N)=O |r| rac-[(3aR,8aS)-3-(7,8-dihydrofuro[3,2-e][1,3]benzothiazol-2-yl)-2-oxooctahydroimidazo[4,5-c]azepin-5(1H)-yl]acetonitrile